C(=O)(OC(C)(C)C)NCCC1=CC(=C(C=C1)OCC1=CC=CC=C1)OCC1=CC=CC=C1 N-Boc-2-(3,4-bis(benzyloxy)phenyl)ethylamine